COC1=CC=C(C=C1)C1=NC(=NC(=N1)C(Cl)(Cl)Cl)C(Cl)(Cl)Cl 2-(4-methoxyphenyl)-4,6-bis(trichloromethyl)-[1,3,5]-triazine